4-amino-7-bromo-3-methyl-1,5-naphthyridin-2(1H)-one NC1=C(C(NC2=CC(=CN=C12)Br)=O)C